C1(CC1)CC#CC1=CC=C(OC=2C(=NSN2)C(=O)O)C=C1 4-(4-(3-cyclopropylprop-1-ynyl)phenoxy)-1,2,5-thiadiazole-3-carboxylic acid